((2-(methylthio)quinazolin-4-yl)amino)butanoic acid CSC1=NC2=CC=CC=C2C(=N1)NC(C(=O)O)CC